Br\C(\C=O)=C/OC(C)C (Z)-2-bromo-3-isopropoxyacrolein